BrC1=C(C(=C2C(=NC(=NC2=C1F)SC)N(CC(CO[Si](C1=CC=CC=C1)(C1=CC=CC=C1)C(C)(C)C)O)C1COCC1)F)Cl 1-((7-Bromo-6-chloro-5,8-difluoro-2-(methylthio)quinazolin-4-yl)(tetrahydrofuran-3-yl)amino)-3-((tert-butyldiphenylsilyl)oxy)propan-2-ol